(E)-3-(2-nitrovinyl)-1H-indole-4-carboxylic acid methyl ester COC(=O)C=1C=2C(=CNC2C=CC1)\C=C\[N+](=O)[O-]